4-(diethylamino)-N-(2,3-dihydro-1H-inden-5-yl)benzamide C(C)N(C1=CC=C(C(=O)NC=2C=C3CCCC3=CC2)C=C1)CC